N-(2,2,2-trichloroethoxycarbonyl)-O-tert-butyltyrosine ClC(COC(=O)N[C@@H](CC1=CC=C(C=C1)OC(C)(C)C)C(=O)O)(Cl)Cl